Icosyl nonanoate C(CCCCCCCC)(=O)OCCCCCCCCCCCCCCCCCCCC